C1(C=CCCC1)C(C)(C)C1C=CCCC1 2,2-bis(2-cyclohexenyl)propane